4-bromo-5-fluoro-2-(3-oxa-6-azabicyclo[3.1.1]heptan-6-yl)benzoic acid BrC1=CC(=C(C(=O)O)C=C1F)N1C2COCC1C2